Bis-(4-t-butylphenyl)iodonium hexafluorophosphate F[P-](F)(F)(F)(F)F.C(C)(C)(C)C1=CC=C(C=C1)[I+]C1=CC=C(C=C1)C(C)(C)C